C(C)OC(=O)C1=NN2C(N=C(C=C2C=2C=NNC2)N2CC3=CC=CC=C3C2)=C1C1CCOCC1 5-(isoindolin-2-yl)-7-(1H-pyrazol-4-yl)-3-(tetrahydro-2H-pyran-4-yl)pyrazolo[1,5-a]pyrimidine-2-carboxylic acid ethyl ester